cinnamoylglycinate C(C=CC1=CC=CC=C1)(=O)NCC(=O)[O-]